C(CCCCCCCCCCCCCCCCCCCCC(=O)N)(=O)N hexamethylenebisoctanoic acid amide